ClC=1C=C2C=CN(C2=C(C1)C1=NC=NN2C1=CC(=C2)CN2C(C1C(C1C2=O)(C)C)=O)C[C@@H]2CNCCO2 3-((4-(5-chloro-1-(((S)-morpholin-2-yl)methyl)-1H-indol-7-yl)pyrrolo[2,1-f][1,2,4]triazin-6-yl)methyl)-6,6-dimethyl-3-azabicyclo[3.1.0]hexane-2,4-dione